rel-2-((2R*,3S*,4S*,5R*)-3-(3,4-Difluoro-2-methoxyphenyl)-4,5-dimethyl-5-(trifluoromethyl)tetrahydrofuran-2-yl)-5-((R)-1-hydroxypropan-2-yl)-6-methylpyrimidin-4(1H)-one FC=1C(=C(C=CC1F)[C@H]1[C@@H](O[C@]([C@H]1C)(C(F)(F)F)C)C=1NC(=C(C(N1)=O)[C@H](CO)C)C)OC |o1:8,9,11,12,26|